2-methylimidazole, potassium salt [K].CC=1NC=CN1